C1CCCC=2OC3=CC=CC=C3C(C12)=O 3,4-dihydro-1H-xanthen-9(2H)-one